(E)-N-(4-((E)-3-(3,4-dimethoxyphenyl)acrylamido)butyl)-2-methylbut-2-enamide COC=1C=C(C=CC1OC)/C=C/C(=O)NCCCCNC(\C(=C\C)\C)=O